1,2-di(9-azabicyclo[3.3.1]nonan-9-yl)diazene C12CCCC(CCC1)N2N=NN2C1CCCC2CCC1